1-cyanoethyl-2-ethyl-4-methyl-imidazole C(#N)C(C)C1=C(N=C(N1)CC)C